(2S,4R)-4-hydroxy-1-((R)-3-methyl-2-(3-methylisoxazol-5-yl)butanoyl)pyrrolidine-2-carboxylic acid O[C@@H]1C[C@H](N(C1)C([C@H](C(C)C)C1=CC(=NO1)C)=O)C(=O)O